(Z)-3-pentyltridec-2-enoic acid C(CCCC)/C(=C/C(=O)O)/CCCCCCCCCC